ClC1=CC2=C(N=C(O2)C=2C(=C(C=CC2)NC(C2=C(C=C(C=C2)[N+](=O)[O-])C(F)(F)F)=O)C)C=C1 N-(3-(6-chlorobenzo[d]oxazol-2-yl)-2-methylphenyl)-4-nitro-2-(trifluoromethyl)benzamide